C(C)(C)(C)OC(=O)N1[C@@H](C[C@@H](C1)O)C(=O)O (2s,4s)-4-hydroxy-1,2-pyrrolidinedicarboxylic acid tert-butyl ester